2-(((1-(3-((1-(4-chlorophenyl)-2-oxo-2-(spiro[cyclopropane-1,3'-indolin]-1'-yl)ethyl)amino)-5-methoxyphenyl)ethylidene)amino)oxy)-2-methylpropanoic acid ClC1=CC=C(C=C1)C(C(N1CC2(C3=CC=CC=C13)CC2)=O)NC=2C=C(C=C(C2)OC)C(C)=NOC(C(=O)O)(C)C